C1=CC=CC=2C1=CC=1NC3=CC4=C(C=C3NC1C2)NC=2C=C1C(=CC2N4)C=CC=C1 6,8,15,17-tetrahydrobenzo[b]benzo[6,7]quinoxalino[2,3-i]phenazine